Cl.N1C(CCC1)C(=O)N pyrrolidine-2-carboxamide, hydrochloride